5-phenyl-5-trifluoromethyl-4,5-dihydropyrazole-3-carboxylic acid benzyl ester C(C1=CC=CC=C1)OC(=O)C1=NNC(C1)(C(F)(F)F)C1=CC=CC=C1